The molecule is an organophosphate oxoanion that is the trianion of isopentenyl diphosphate arising from deprotonation of the three OH groups of the diphosphate. It has a role as an epitope, a phosphoantigen, a human metabolite and a Saccharomyces cerevisiae metabolite. It is a conjugate base of an isopentenyl diphosphate. CC(=C)CCOP(=O)([O-])OP(=O)([O-])[O-]